3-(((9-cyclopentyl-2-(4-(4-methylpiperazin-1-yl)phenyl)-9H-purin-6-yl)amino)methyl)-4,6-dimethylpyridin-2(1H)-one C1(CCCC1)N1C2=NC(=NC(=C2N=C1)NCC=1C(NC(=CC1C)C)=O)C1=CC=C(C=C1)N1CCN(CC1)C